3,4-difluoro-1-ethynylbenzene FC=1C=C(C=CC1F)C#C